2-(azetidin-3-ylidene)acetonitrile hydrochloride salt Cl.N1CC(C1)=CC#N